ClC1=C(C(=O)N(C)C)C=CC(=C1)NC1CN(C1)C1CCN(CC1)C(=O)C1(CCC1)C1=CC=C(C=C1)F 2-chloro-4-(1-(1-(1-(4-fluorophenyl)cyclobutanecarbonyl)piperidin-4-yl)azetidin-3-ylamino)-N,N-dimethylbenzamide